C(C)N1[C@@H](C=2C=CN=C(C3=CN4C(C(OCCCCC[C@@H](NC1=O)CCC(F)(F)F)=N3)=NC=C4)C2)C (12R,16R)-13-ethyl-12-methyl-16-(3,3,3-trifluoropropyl)-12,13,16,17,18,19,20,21-octahydro-6,23-(azeno)-11,7-(metheno)imidazo[2,1-c][1,4,8,13,15]oxatetraazacyclohenicosin-14(15H)-one